C=CC(C)(O)CC/C=C(\C)CCC=C(C)C Trans-Nerolidol